cesium sulfate salt S(=O)(=O)([O-])[O-].[Cs+].[Cs+]